OC1=C(C(=O)C2=CC(=C(C(=C2)O)O)O)C=CC(=C1O)O 2,3,3',4,4',5'-hexahydroxybenzophenone